9-(tert-butyl) 3-isopropyl 5-methoxy-4-(methoxymethyl)-9H-pyrido[3,4-b]indole-3,9-dicarboxylate COC1=C2C3=C(N(C2=CC=C1)C(=O)OC(C)(C)C)C=NC(=C3COC)C(=O)OC(C)C